C(C)(C)N1N=C(C2=C1C(=NN(C2=O)CC(=O)N[C@@H](C)C2=CC=C(C=C2)C)C)C (S)-2-(1-Isopropyl-3,7-dimethyl-4-oxo-1,4-dihydro-5H-pyrazolo[3,4-d]pyridazin-5-yl)-N-(1-(p-tolyl)ethyl)acetamid